N-(4-fluorobenzyl)-2-((5-((naphthalen-2-yloxy)methyl)-1,3,4-oxadiazol-2-yl)thio)acetamide FC1=CC=C(CNC(CSC=2OC(=NN2)COC2=CC3=CC=CC=C3C=C2)=O)C=C1